FC1=CC(=CC=2C(=NOC21)N2C(SC(=C2)CF)=O)C=O 7-fluoro-3-((R)-5-(fluoromethyl)-2-oxothiazol-3-yl)benzo[d]isoxazole-5-carbaldehyde